O=C1NC(CCC1C=1C=CC(=NC1)CN1CCC(CC1)C=1OC2=C(N1)C=C(C(=C2)NC(C2=CN=C(C=C2)C(F)(F)F)=O)C(C)(C)O)=O N-(2-(1-((5-(2,6-dioxopiperidin-3-yl)pyridin-2-yl)methyl)piperidin-4-yl)-5-(2-hydroxypropane-2-yl)benzo[d]oxazol-6-yl)-6-(trifluoromethyl)nicotinamide